tert-butyl 2-[rac-(2S,4R)-4-methyl-2-phenyl-1-piperidyl]acetate C[C@H]1C[C@H](N(CC1)CC(=O)OC(C)(C)C)C1=CC=CC=C1 |r|